CS(=O)(=O)CC1=CC=C(C=C1)NC=1N=CC=2CCNCC2C1 N-[4-(methanesulfonylmethyl)phenyl]-5,6,7,8-tetrahydro-2,6-naphthyridin-3-amine